CN1C(=NC2=C1C=CC(=C2)C(=O)NCCN2CCCC2)NC=2OC1=C(N2)C=CC(=C1)C(F)(F)F 1-methyl-N-(2-(pyrrolidin-1-yl)ethyl)-2-((6-(trifluoromethyl)benzo[d]oxazol-2-yl)amino)-1H-benzo[d]imidazole-5-carboxamide